C(#N)C1=CC=C(C=C1)S(=O)(=O)N1[C@@H](CCC1)/C=C/S(=O)(=O)NC(NC1=C2CCCC2=CC=2CCCC12)=O (S,E)-2-(1-((4-cyanophenyl)sulfonyl)pyrrolidin-2-yl)-N-((1,2,3,5,6,7-hexahydro-s-indacen-4-yl)carbamoyl)ethene-1-sulfonamide